C(#N)C(CCC(=S)O)(C)C(=S)CC 4-cyano-4-(ethylthiocarbonyl)thiovaleric acid